IC1=CC2=C(S1)C(=C(C=C2)CC(C)C)C#N 2-iodo-6-isobutylbenzo[b]thiophene-7-carbonitrile